di-tert-butyldiphosphonic acid C(C)(C)(C)P(OP(=O)(O)C(C)(C)C)(=O)O